2-methylpropanoic acid (2-methyl-1-oxopropyl) ester CC(C(=O)OC(C(C)C)=O)C